butyl (((2R,3S,5R)-3-hydroxy-5-(4-(N-methylamino)-2-oxopyrimidin-1(2H)-yl)tetrahydrofuran-2-yl)methyl) hydrogen phosphate P(=O)(OCCCC)(OC[C@H]1O[C@H](C[C@@H]1O)N1C(N=C(C=C1)NC)=O)O